1-[(3-methoxy-3-oxopropanoyl)oxy]magnesio 3-methyl propanedioate C(CC(=O)OC)(=O)O[Mg]OC(CC(=O)OC)=O